tert-butylpiperidin-3-ylcarbamate C(C)(C)(C)OC(NC1CNCCC1)=O